ClCCCC1(OCCO1)C 2-(3-chloropropyl)-2-methyl-1,3-dioxolane